CC1=NN2C(C=C(C=C2C)C=2N=C3N(C(N2)=O)C=C(C=C3C)N3C[C@@H](NCC3)C)=C1 {2,7-dimethylpyrazolo[1,5-a]pyridin-5-yl}-9-methyl-7-[(3S)-3-methylpiperazin-1-yl]-4H-pyrido[1,2-a][1,3,5]triazin-4-one